CC=1C=C(C=CC1C)N1N=C2N(C1=O)[C@@H](CC2)C2=CC=CC=C2 (S)-2-(3,4-dimethylphenyl)-5-phenyl-2,5,6,7-tetrahydro-3H-pyrrolo[2,1-c][1,2,4]triazol-3-one